F[C@]1(CN(CC[C@H]1O)C1=NC=CC(=N1)NC=1N=CC2=C(N=CC(=C2C1)C(CF)C)N1CC(C1)CS(=O)(=O)C)C (3S,4R)-3-fluoro-1-(4-{[5-(1-fluoropropan-2-yl)-8-[3-(methanesulfonylmeth-yl)azetidin-1-yl]-2,7-naphthyridin-3-yl]amino}pyrimidin-2-yl)-3-methylpiperidin-4-ol